N-((R)-(2-((S)-Amino((R)-3,3-difluorocyclohexyl)methyl)-1H-benzo[d]imidazol-6-yl)(cyclopropyl)methyl)-2-(3,3-difluorocyclobutyl)acetamide N[C@H](C1=NC2=C(N1)C=C(C=C2)[C@H](NC(CC2CC(C2)(F)F)=O)C2CC2)[C@H]2CC(CCC2)(F)F